N1(CCCC1)S(=O)(=O)N1CC(CC1)C1=NNC(=C1)N 3-[1-(pyrrolidin-1-sulfonyl)pyrrolidin-3-yl]-1H-pyrazol-5-amine